dodecyl-naphthalenesulfonic acid sodium sulfate S(=O)(=O)([O-])[O-].[Na+].C(CCCCCCCCCCC)C1=C(C2=CC=CC=C2C=C1)S(=O)(=O)O.[Na+]